2-(4-(1-(4-chloro-3-fluorophenyl)-3,3-dimethyl-2,3-dihydro-1H-pyrrolo[3,2-b]pyridine-5-carbonyl)-3,3-dimethylpiperazin-1-yl)isonicotinic acid ClC1=C(C=C(C=C1)N1CC(C2=NC(=CC=C21)C(=O)N2C(CN(CC2)C=2C=C(C(=O)O)C=CN2)(C)C)(C)C)F